(2R,4S)-1-[(2R)-2-(4-cyclopropyl-triazol-1-yl)-3,3-dimethyl-butyryl]-4-hydroxy-N-(3-methylsulfinylcyclohexyl)pyrrolidine-2-carboxamide C1(CC1)C=1N=NN(C1)[C@@H](C(=O)N1[C@H](C[C@@H](C1)O)C(=O)NC1CC(CCC1)S(=O)C)C(C)(C)C